C[C@@H]1O[C@@H](CN(C1)C1=NC=C(C(=C1)NC(C1=NC(=CC=C1)C=1C=NN(C1)C)=O)C(F)(F)F)C N-(2-((2S,6R)-2,6-dimethylmorpholino)-5-(trifluoromethyl)pyridin-4-yl)-6-(1-methyl-1H-pyrazol-4-yl)picolinamide